(5s,6R)-5-hydroxy-6-((R)-5H-imidazo[5,1-a]isoindol-5-yl)-5,6,7,8-tetrahydronaphthalene-2-sulfonamide O[C@@H]1C=2C=CC(=CC2CC[C@@H]1[C@H]1N2C(C3=CC=CC=C13)=CN=C2)S(=O)(=O)N